C(CCCCC)NP(C1=CC=CC=C1)C1=CC=CC=C1 N-(hexyl)-P,P-diphenylphosphinous amide